FC(N1N=C(C=C1)C1=NN=C(O1)C(=O)N1[C@@H](C2=C(CC1)NC=N2)C=2OC1=C(N2)C=C(C=C1)F)F (S)-(5-(1-(difluoromethyl)-1H-pyrazol-3-yl)-1,3,4-oxadiazol-2-yl)(4-(5-fluorobenzo[d]oxazol-2-yl)-6,7-dihydro-1H-imidazo[4,5-c]pyridin-5(4H)-yl)methanone